COC([C@H](CC(=O)C=1SC2=C(C1)C=C(C(=C2)O)O)C)=O (2S)-4-(5,6-dihydroxy-1-benzothien-2-yl)-2-methyl-4-oxobutanoic acid methyl ester